N(C1=CC=CC=C1)S(=O)(=O)NC(C1=CC=CC=C1)=O N-[(anilino)sulfonyl]benzamide